ClC=1N(C(C2=C(N1)N(C=C2C2=CC=C1C=CC(=NC1=C2Cl)N(C)C)COCC[Si](C)(C)C)=O)C 2-chloro-5-[8-chloro-2-(dimethylamino)quinolin-7-yl]-3-methyl-7-{[2-(trimethylsilyl)ethoxy]methyl}-3h,4h,7h-pyrrolo[2,3-d]pyrimidin-4-one